C(#N)C=1C=CC(=C(C1)N1C(N(C=2C=NC=3C=CC(=CC3C21)C2=CC(=CC=C2)F)C)=NS(=O)=O)C (1-(5-Cyano-2-methylphenyl)-8-(3-fluorophenyl)-3-methyl-1,3-dihydro-2H-imidazo[4,5-c]quinolin-2-ylidene)sulfonamide